tert-butyl 3-amino-4-(4,4,5,5-tetramethyl-1,3,2-dioxaborolan-2-yl)pyrazole-1-carboxylate NC1=NN(C=C1B1OC(C(O1)(C)C)(C)C)C(=O)OC(C)(C)C